(2R,5S)-5-(aminomethyl)-2-(4-phenoxy-3-propyl-phenyl)-1,4-thiazepan-3-one NC[C@H]1NC([C@H](SCC1)C1=CC(=C(C=C1)OC1=CC=CC=C1)CCC)=O